ClC1=CC=C(C=C1)C(C(C)NC(=O)C12CC(C1)(C2)NC(OC(C)(C)C)=O)=O tert-butyl (3-((1-(4-chlorophenyl)-1-oxopropan-2-yl)carbamoyl)bicyclo[1.1.1]pentan-1-yl)carbamate